NC1=CC(=NC(=C1)NC1=C(C=CC=C1)F)C(=O)NC1=CC2=C(OCCO2)C=C1 4-Amino-N-(2,3-dihydrobenzo[b][1,4]dioxin-6-yl)-6-((2-fluorophenyl)amino)pyridineamide